C(C)OC(C(NC(=O)C=1C(=NOC1)CC)C1CC(CCC1)(F)F)=O 2-(3,3-Difluorocyclohexyl)-2-[(3-ethylisoxazole-4-carbonyl)amino]acetic acid ethyl ester